N=1N=C(NC1)[C@@H](C)NC1=NC=NC2=C(C=C(C=C12)C1=CC=C(C=C1)F)OC |r| (Rac)-N-(1-(4H-1,2,4-triazol-3-yl)ethyl)-6-(4-fluorophenyl)-8-methoxyquinazolin-4-amine